(2,7-dimethyl-3-(1-methyl-1H-indol-2-yl)-2,4,5,7-tetrahydro-6H-pyrazolo[3,4-c]pyridin-6-yl)(quinolin-6-yl)methanone CN1N=C2C(N(CCC2=C1C=1N(C2=CC=CC=C2C1)C)C(=O)C=1C=C2C=CC=NC2=CC1)C